BrC=1C(=C(C=CC1)NC=1C2=C(N=C(N1)C(F)F)C=C(C=N2)CN2CC(CC2)O)C 1-((4-((3-bromo-2-methylphenyl)amino)-2-(Difluoromethyl)pyrido[3,2-d]pyrimidin-7-yl)methyl)pyrrolidin-3-ol